N1CC(C1)N1CCN(CC1)C1=C2C(N(C(C2=CC=C1)=O)C1C(NC(CC1)=O)=O)=O (4-(azetidin-3-yl)piperazin-1-yl)-2-(2,6-dioxopiperidin-3-yl)isoindole-1,3-dione